FC(OC[C@H]1N(C[C@H](C1)OC1=NC=C(C=C1)I)C1=CC=C(C(=O)OC)C=C1)F Methyl 4-((2S,4S)-2-((difluoromethoxy)methyl)-4-((5-iodopyridin-2-yl)oxy)pyrrolidin-1-yl)benzoate